N1=CC=C(C=C1)OC1CN(C1)C(=O)OC(C)(C)C tert-butyl 3-(4-pyridyloxy)azetidine-1-carboxylate